O1[C@@H](CCC1)C(=O)O[C@H]1[C@H](NC[C@@H]1O)CC1=CC=C(C=C1)OC (2R,3S,4S)-4-hydroxy-2-[(4-methoxyphenyl)methyl]pyrrolidin-3-yl (2S)-oxolane-2-carboxylate